S(=O)(=O)([O-])[O-].[Na+].C=CCCCCCCCCCCCCCC.[Na+] monohexadecene sodium sulfate